C(C)OC(CC=C)=O ethyl-vinylacetat